3-tert-butyl-4-(2,6-dimethoxyphenyl)-2,3-dihydro-1,3-benzoxaphosphole C(C)(C)(C)P1COC2=C1C(=CC=C2)C2=C(C=CC=C2OC)OC